NC(C(CN1C(NCC1)=O)NC(OCC1=CC=CC=C1)=O)=O benzyl N-[2-amino-2-oxo-1-[(2-oxoimidazolidin-1-yl)methyl]ethyl]carbamate